C(C)(C)(C)OC(=O)N1C2CN(CC1C2)C2=NC=C(N=C2)Br tert-Butyl-3-(5-bromopyrazin-2-yl)-3,6-diazabicyclo[3.1.1]heptane-6-carboxylate